tetra-n-pentyl-ascorbate C(CCCC)C([C@@]([C@@]1(C(=C(C(=O)O1)O)[O-])CCCCC)(O)CCCCC)(O)CCCCC